C1(CC1)C1=NN(C=N1)C1CC2(CN(C2)C(=O)N2CC3(C2)CC(C3)CC3=CC(=CC=C3)S(=O)(=O)C)C1 [6-(3-cyclopropyl-1,2,4-triazol-1-yl)-2-azaspiro[3.3]heptan-2-yl]-[6-(3-mesylbenzyl)-2-azaspiro[3.3]heptan-2-yl]methanone